(3aR,6R,7aR)-1-(7,8-dihydro[1,4]dioxino[2,3-e][1,3]benzothiazol-2-yl)-6-(hydroxymethyl)hexahydropyrano[3,4-d]imidazol-2(3H)-one N1=C(SC2=C1C1=C(C=C2)OCCO1)N1C(N[C@@H]2[C@H]1C[C@@H](OC2)CO)=O